C(CCC)[C@@H]1N([C@H](C2=CC=C(C=C2C1)OC)C=1C=NC(=CC1)C(NC1CCC1)=O)C(=O)OC(C)(C)C tert-butyl (1R,3S)-3-butyl-1-(6-(cyclobutylcarbamoyl)pyridin-3-yl)-6-methoxy-3,4-dihydroisoquinoline-2(1H)-carboxylate